CN1CCN(CC1)C1=CC2=C(NC(=N2)C2=CC3=C(N=C(N3)C3=CC=C(OCCCN)C=C3)C=C2)C=C1 3-(4-(5-(4-methylpiperazin-1-yl)-1H,3'H-[2,5'-bibenzo[d]imidazol]-2'-yl)phenoxy)propan-1-amine